4-(2-fluoro-6-methoxyphenyl)-N-(5-((5-isopropoxypyridin-2-yl)methoxy)-1,3,4-thiadiazol-2-yl)-6-methylnicotinamide FC1=C(C(=CC=C1)OC)C1=CC(=NC=C1C(=O)NC=1SC(=NN1)OCC1=NC=C(C=C1)OC(C)C)C